CN1N=C(C(=C1)C=1C=NC=2CCN(CC2C1)C1=NC(=NC2=CC=C(C=C12)C)C)C 4-[3-(1,3-dimethylpyrazol-4-yl)-7,8-dihydro-5H-1,6-naphthyridin-6-yl]-2,6-dimethyl-quinazoline